5-FLUOROINDOLEPROPANOL PHOSPHATE P(=O)(O)(O)OCCCC=1NC2=CC=C(C=C2C1)F